3-chloro-1-phenylpropan-1-ol ClCCC(O)C1=CC=CC=C1